(S)-N-(5-((3-fluoro-5-(trifluoromethyl)pyridin-2-yl)oxy)-2-methoxyphenyl)pyrrolidine-2-carboxamide benzyl-N-[(1S)-3-bromo-1-(4,4-difluorocyclohexyl)-2-oxopropyl]carbamate C(C1=CC=CC=C1)OC(N[C@H](C(CBr)=O)C1CCC(CC1)(F)F)=O.FC=1C(=NC=C(C1)C(F)(F)F)OC=1C=CC(=C(C1)NC(=O)[C@H]1NCCC1)OC